2-(2-ethylhexyl)-1H-peryleno[1,12-efg]isoindole-1,3(2H)-dione C(C)C(CN1C(C2=C3C4=C5C(=C2C1=O)C=CC1=CC=CC(C2=CC=CC(C=C3)=C24)=C15)=O)CCCC